COC(=O)C=1N(C=CC(C1)=O)C(=O)OC(C)(C)C (2R)-1-{[(2-methylpropan-2-yl)oxy]carbonyl}-4-oxopyridine-2-carboxylic acid methyl ester